C[C@H]1N(CCCC1)CCC (S)-1-((R)-2-methylpiperidin-1-yl)propane